COC1=C(C=O)C(=C(C=C1)OC)OC 2,5,6-Trimethoxybenzaldehyd